ClC1=C(C=CC(=C1)Cl)C=1CCCC2=C(C1C1=CC=C(C=C1)NC1CN(C1)C(=O)OC(C)(C)C)C=CC(=C2)C(=O)OC 1-tert-butyl 3-((4-(8-(2,4-dichlorophenyl)-3-(methoxycarbonyl)-6,7-dihydro-5H-benzo[7]annulen-9-yl)phenyl)amino)azetidine-1-carboxylate